9-(1-(5-methoxy-2-(1-methyl-1H-pyrazol-4-yl)-4-nitrophenyl)piperidin-4-yl)-2,9-diazaspiro[5.5]undecane-2-carboxylic acid benzyl ester C(C1=CC=CC=C1)OC(=O)N1CC2(CCC1)CCN(CC2)C2CCN(CC2)C2=C(C=C(C(=C2)OC)[N+](=O)[O-])C=2C=NN(C2)C